CCS(=O)(=O)OC=1C=C2CN(C(C2=C(C1)F)=O)C1C(NC(CC1)=O)=O (2-(2,6-dioxopiperidin-3-yl)-7-fluoro-1-oxoisoindolin-5-yl) methylmethanesulfonate